[2H]C([2H])([2H])N.Cl methyl-d3-amine HCl